Methyl 4-(5-bromo-3-(2,5-dimethyl-1H-pyrrol-1-yl)-1H-pyrazol-1-yl)benzoate BrC1=CC(=NN1C1=CC=C(C(=O)OC)C=C1)N1C(=CC=C1C)C